6-Chloro-3-(2,3-dichlorophenyl)pyrazin-2-amine ClC1=CN=C(C(=N1)N)C1=C(C(=CC=C1)Cl)Cl